2-chloro-6-methoxy-4-methylpyridine ClC1=NC(=CC(=C1)C)OC